C(\C=C\C(=O)O)(=O)O.FC1=C(C=CC=C1)C1=CC(=CN1S(=O)(=O)C=1C=NC=CC1)CN 5-(2-fluorophenyl)-1-(3-pyridylsulfonyl)-3-aminomethyl-1H-pyrrole fumarate